IC=1C=NN(C1)CC(F)(F)F 4-iodo-1-(2,2,2-trifluoroethyl)-1H-pyrazole